N-[7-(5-chloro-1,3-benzoxazol-2-yl)-7-azaspiro[3.5]nonan-2-yl]-1,1-dioxo-thiolane-3-carboxamide ClC=1C=CC2=C(N=C(O2)N2CCC3(CC(C3)NC(=O)C3CS(CC3)(=O)=O)CC2)C1